6-{4-[butyl-(methyl)carbamoyl]-1,5-dimethyl-1H-pyrrol-2-yl}-7-(3,4-dihydroisoquinolin-2(1H)-ylcarbonyl)-3,4-dihydroisoquinolin-2(1H)-carboxylic acid phenyl ester C1(=CC=CC=C1)OC(=O)N1CC2=CC(=C(C=C2CC1)C=1N(C(=C(C1)C(N(C)CCCC)=O)C)C)C(=O)N1CC2=CC=CC=C2CC1